3-((2-(2,6-dioxopiperidin-3-yl)-1-oxoisoindolin-4-yl)amino)propanoic acid O=C1NC(CCC1N1C(C2=CC=CC(=C2C1)NCCC(=O)O)=O)=O